lithium-cobalt oxyhydroxide O(O)O.[Co].[Li]